tert-butyl 4-(4-hydroxy-1-piperidyl)benzoate OC1CCN(CC1)C1=CC=C(C(=O)OC(C)(C)C)C=C1